NC1=C2C([C@]3([C@](OC4=C3C=CC(=C4)[C@H](C)C4CC4)(C2=CC=C1)O)NC(C1=NC(=CC=C1)O)=O)=O N-((4bR,9bR)-1-amino-7-((R)-1-cyclopropylethyl)-4b-hydroxy-10-oxo-4b,10-dihydro-9bH-indeno[1,2-b]benzofuran-9b-yl)-6-hydroxypicolinamide